N-(4-(2-(((1r,4r)-4-(Dimethylamino)cyclohexyl)amino)-8-isopropyl-7-oxo-7,8-dihydropyrido[2,3-d]pyrimidin-6-yl)-3,5-difluorophenyl)-1-(4-fluorophenyl)methanesulfonamide hydrochloride Cl.CN(C1CCC(CC1)NC=1N=CC2=C(N1)N(C(C(=C2)C2=C(C=C(C=C2F)NS(=O)(=O)CC2=CC=C(C=C2)F)F)=O)C(C)C)C